ClC1=C2C(=NC(=N1)N)N(N=C2)C(C)C 4-chloro-1-isopropyl-1H-pyrazolo[3,4-d]pyrimidin-6-amine